tert-butyl (2R,3R)-3-((7-bromo-8-fluoro-2-(((2R,7aS)-2-fluorotetrahydro-1H-pyrrolizin-7a(5H)-yl)methoxy) quinazolin-4-yl)(ethyl)amino)-2-methylpyrrolidine-1-carboxylate BrC1=CC=C2C(=NC(=NC2=C1F)OC[C@]12CCCN2C[C@@H](C1)F)N([C@H]1[C@H](N(CC1)C(=O)OC(C)(C)C)C)CC